OCC(CO)(CO)NCCS(=O)(=O)O.[Na] sodium 2-((tri(hydroxymethyl)methyl)amino)ethanesulfonic acid